FC(C(=C=C)C1=CC=C(C=C1)NC(OCCCC)=O)(F)F Butyl (4-(1,1,1-trifluorobuta-2,3-dien-2-yl)phenyl)carbamate